CC1SC=C(C1=O)C 2,4-Dimethyl-2,3-dihydrothiophen-3-one